N-(2-cyclopropyl-3-(4-fluoro-2-methylphenyl)propyl)-1-methyl-5-oxo-4,5-dihydro-1H-1,2,4-triazole-3-carboxamide C1(CC1)C(CNC(=O)C1=NN(C(N1)=O)C)CC1=C(C=C(C=C1)F)C